N-(2,4-dimethoxybenzyl)-1-(N-(4-methyl-3,4-dihydro-2H-benzo[b][1,4]oxazin-6-yl)propiolamido)cyclopentane-1-carboxamide COC1=C(CNC(=O)C2(CCCC2)N(C(C#C)=O)C2=CC3=C(OCCN3C)C=C2)C=CC(=C1)OC